C1(CC1)N1C=NC(=C1)C1=CN(C2=NC=C(C=C21)C(C(=O)N)=C)C2=CC=C(C=C2)C(F)(F)F (3-(1-cyclopropyl-1H-imidazol-4-yl)-1-(4-(trifluoromethyl)phenyl)-1H-pyrrolo[2,3-b]pyridin-5-yl)acrylamide